3-[3-(2-chloro-6-methyl-4-pyridinyl)-5-[[(3s,4s)-4-methoxy-1-methyl-pyrrolidin-3-yl]amino]pyrazolo[1,5-a]pyrimidin-2-yl]benzonitrile ClC1=NC(=CC(=C1)C=1C(=NN2C1N=C(C=C2)N[C@H]2CN(C[C@@H]2OC)C)C=2C=C(C#N)C=CC2)C